4-chloro-2-(methylthio)-5,5a,6,6a-tetrahydrocyclopropa[4,5]cyclopenta[1,2-d]pyrimidine ClC=1C2=C(N=C(N1)SC)C1C(C2)C1